1-ethyl-3-vinylimidazole acetate C(C)(=O)O.C(C)N1CN(C=C1)C=C